N-(1-(6-(((Cis)-4-Aminocyclohexyl)Amino)-5,6,7,8-Tetrahydronaphthalen-2-Yl)-2-Oxo-1,2-Dihydropyrimidin-4-Yl)Piperazine-1-Carboxamide Hydrochloride Salt Cl.N[C@H]1CC[C@H](CC1)NC1CC=2C=CC(=CC2CC1)N1C(N=C(C=C1)NC(=O)N1CCNCC1)=O